FC1=CC=C(C=C1)S(=O)(=O)[C@]12CCN([C@@H]2CCC2=C1C=CC(=C2)CC2=C(C=CC=C2)C)C(CC2CS(CC2)(=O)=O)=O 3-{2-[(3aR,9bR)-9b-(4-fluorobenzenesulfonyl)-7-[(2-methylphenyl)methyl]-1H,2H,3H,3aH,4H,5H,9bH-benzo[e]indol-3-yl]-2-oxoethyl}-1λ6-thiolane-1,1-dione